N-[4-fluoro-5-(2-morpholin-4-ylpyrimidin-5-yl)-2-[rac-(3R,5R)-3,4,5-trimethylpiperazin-1-yl]phenyl]-6-oxo-4-(trifluoromethyl)-1H-pyridine-3-carboxamide FC1=CC(=C(C=C1C=1C=NC(=NC1)N1CCOCC1)NC(=O)C1=CNC(C=C1C(F)(F)F)=O)N1C[C@H](N([C@@H](C1)C)C)C |r|